COC(=O)C=1C(=CC=CC1)C1=CC(=CC(=C1)CC1=NC=C(C=C1)C)C=1C(=CC=CC1)C(=O)OC 5'-((5-methylpyridin-2-yl)methyl)-[1,1':3',1''-terphenyl]-2,2''-dicarboxylic acid dimethyl ester